S1C(=CC=C1)C1OC(=C(C1=O)O)N 2-(2-thienyl)-5-amino-4-hydroxy-3(2H)-furanone